(S)-2-amino-3-(3'-hydroxy-2-methyl-[1,1'-biphenyl]-4-yl)-N-isopropyl-propanamide N[C@H](C(=O)NC(C)C)CC1=CC(=C(C=C1)C1=CC(=CC=C1)O)C